3-(2-(methylsulfonyl)phenyl)urea CS(=O)(=O)C1=C(C=CC=C1)NC(N)=O